BrC=1C=CC2=C(N(C(O2)=O)CCOC)C1 5-bromo-3-(2-methoxyethyl)-1,3-benzoxazol-2(3H)-one